2-({[1-ethyl-4-(methylsulfanyl)imidazole-5-yl]methyl}sulfanyl)-3H,5H,6H,7H-cyclopenta[d]pyrimidin-4-one C(C)N1C=NC(=C1CSC=1NC(C2=C(N1)CCC2)=O)SC